FC(C(=O)O)(F)F.NC1=CC=C(C(=N1)C)CNC([C@H](C)NC(=O)[C@@H]1N(CC[C@@H](C1)C1=CC=CC=C1)CCC(=O)O)=O 3-((2R,4S)-2-(((S)-1-(((6-amino-2-methylpyridin-3-yl)methyl)amino)-1-oxopropan-2-yl)carbamoyl)-4-phenylpiperidin-1-yl)propanoic acid trifluoroacetate salt